CP(C=1C(=CC=C2C(=CNC12)C1=NC(=NC=C1C(F)(F)F)N[C@@H]1C[C@H](CC1)N(C)CC(CCNC)(F)F)C(=O)O)(=O)C 7-[dimethyl(oxo)-λ5-phosphoranyl]-3-(2-{[(1S,3S)-3-(4,4-difluoro-2,7-diazaoct-2-yl)cyclopentyl]amino}-5-(trifluoromethyl)pyrimidin-4-yl)-1H-indole-6-carboxylic acid